2,4-Bis(2-hydroxy-4-butoxyphenyl)-6-(2,4-bis-butoxyphenyl)-s-triazine OC1=C(C=CC(=C1)OCCCC)C1=NC(=NC(=N1)C1=C(C=C(C=C1)OCCCC)O)C1=C(C=C(C=C1)OCCCC)OCCCC